2-hydroxyethyl 2-methylprop-2-enoate CC(C(=O)OCCO)=C